C1(CCCC1)OCC1=C(N=NN1C)C1=CC=C(O[C@@H]2C[C@H](CCC2)C(=O)OC(C)C)C=C1 |r| (+/-)-isopropyl (1S,3S)-3-(4-(5-((cyclopentyloxy)methyl)-1-methyl-1H-1,2,3-triazol-4-yl)phenoxy)cyclohexane-1-carboxylate